1-para-Menthen C1(=CCC(CC1)C(C)C)C